ClC=1C(=NC=CC1)N1N=C(C=C1O)C(=O)O 1-(3-Chloropyridin-2-yl)-5-hydroxy-1H-pyrazole-3-carboxylic acid